4-(2-pyridyl)-2-hydroxy-4,5,6-trimethoxychalcone N1=C(C=CC=C1)C1(CC(=C(C(=C1OC)OC)\C=C\C(=O)C1=CC=CC=C1)O)OC